1-{3-hydroxy-1-[6-(2,2,2-trifluoro-ethoxy)-pyrimidin-4-yl]-propyl}-3-spiro[3.3]hept-2-yl-urea OCCC(C1=NC=NC(=C1)OCC(F)(F)F)NC(=O)NC1CC2(C1)CCC2